2-methyl-2-azabicyclo[2.2.1]heptane-3-carboxamide CN1C2CCC(C1C(=O)N)C2